NC12CN(CC2C1)C1=C(C=C(C=C1)C1=NNC(OC1)=O)C(F)(F)F (rac)-5-{4-[1-amino-3-azabicyclo[3.1.0]hexan-3-yl]-3-(trifluoromethyl)phenyl}-3,6-dihydro-2H-1,3,4-oxadiazin-2-one